BrC=1C=2N(C=CC1)C(=C(N2)C(=O)OCC)[N+](=O)[O-] Ethyl 8-bromo-3-nitroimidazo[1,2-a]pyridine-2-carboxylate